2-(5-((3R,4R)-1-((1H-Pyrazol-4-yl)sulfonyl)-3-methylpiperidin-4-yl)-4-chloro-1H-imidazol-2-yl)-5-fluoropyridine N1N=CC(=C1)S(=O)(=O)N1C[C@@H]([C@@H](CC1)C1=C(N=C(N1)C1=NC=C(C=C1)F)Cl)C